2-[6-amino-5-(trifluoromethoxy)pyridin-3-yl]-N-[(1R)-1-(2-cyanopyridin-4-yl)ethyl]-6,7-dihydrospiro[pyrazolo[5,1-c][1,4]oxazine-4,3'-pyrrolidine]-1'-carboxamide NC1=C(C=C(C=N1)C1=NN2C(=C1)C1(CN(CC1)C(=O)N[C@H](C)C1=CC(=NC=C1)C#N)OCC2)OC(F)(F)F